1-(3-(4-((3-(2,6-dioxopiperidin-3-yl)-1-methyl-1H-indazol-7-yl)oxy)piperidin-1-yl)-3-oxopropyl)guanidine O=C1NC(CCC1C1=NN(C2=C(C=CC=C12)OC1CCN(CC1)C(CCNC(=N)N)=O)C)=O